8-((1H-indazol-5-yl)amino)-4-chloro-3-(2-chloroethoxy)-5,6,7,8-tetrahydronaphthalene-2-carbonitrile N1N=CC2=CC(=CC=C12)NC1CCCC=2C(=C(C(=CC12)C#N)OCCCl)Cl